NC1=C(C=CC=C1)C1=NC(=NC=C1)N (aminophenyl)-aminopyrimidine